4-(2-benzoxazolyl)-4-(5-methyl-2-benzoxazolyl)stilbene O1C(=NC2=C1C=CC=C2)C2(CC=C(C=C2)C=CC2=CC=CC=C2)C=2OC1=C(N2)C=C(C=C1)C